N-(1-(1-(azetidin-1-yl)-1-oxopropan-2-yl)-3-(5-chloro-2-methoxyphenyl)-1H-pyrazol-4-yl)pyrazolo[1,5-a]pyrimidine-3-carboxamide N1(CCC1)C(C(C)N1N=C(C(=C1)NC(=O)C=1C=NN2C1N=CC=C2)C2=C(C=CC(=C2)Cl)OC)=O